hexyl-formaldehyde (hexyl carbamate) C(CCCCC)NC(O)=O.C(CCCCC)C=O